BrC=1C(=CC(=C(C(=O)O)C1)I)OC 5-bromo-2-iodo-4-methoxy-benzoic acid